C(C)(C)(C)[Si](C)(C)OC1(CC1)CN=C=S tert-butyl-(1-(isothiocyanatomethyl)cyclopropoxy)-dimethyl-silane